tert-butyl 4-amino-7,10-bis(3-(tert-butoxy)-3-oxopropyl)-5,8,11,20-tetraoxo-6,9,12,19-tetraazahentriacontanoate NC(CCC(=O)OC(C)(C)C)C(NC(C(NC(C(NCCCCCCNC(CCCCCCCCCCC)=O)=O)CCC(OC(C)(C)C)=O)=O)CCC(=O)OC(C)(C)C)=O